1-[3-chloro-4-(cyclopropoxy)-2-fluoro-phenyl]-2,5-dimethyl-pyrrole ClC=1C(=C(C=CC1OC1CC1)N1C(=CC=C1C)C)F